N1(CCCCCC1)C(=O)C1=CC2=C(C=N1)C(=NN2CCC)C=2N=C1N(C=C(C=C1)C(=O)N)C2 [6-(azepane-1-carbonyl)-1-propyl-1H-pyrazolo[4,3-c]pyridin-3-yl]-imidazo[1,2-a]pyridine-6-carboxamide